C(CCCCCCCCCC=CCCCCCCCCCCCC)(=O)O 11-Tetracosenoic acid